methyl 2-((1,6-naphthyridine-8-carboxamido)methyl)-3,5-dichlorobenzofuran-7-carboxylate N1=CC=CC2=CN=CC(=C12)C(=O)NCC=1OC2=C(C1Cl)C=C(C=C2C(=O)OC)Cl